1-(4-(Naphthalen-2-ylmethoxy)benzyl)-1H-pyrazole-4-carboxylic acid ethyl ester C(C)OC(=O)C=1C=NN(C1)CC1=CC=C(C=C1)OCC1=CC2=CC=CC=C2C=C1